8-methoxy-3-p-toluenesulfonyl-3,4-dihydrospiro[benzo[d]azepin-2,1'-cyclopropane]-5(1H)-one COC=1C=CC2=C(CC3(CC3)N(CC2=O)S(=O)(=O)C2=CC=C(C)C=C2)C1